SC(CS)C1=CC(=C(C=C1)S)S 1,2,3,4-Tetramercaptoethylbenzene